C(C)(=O)O.C(C)(=O)O.C(=C)C=CC vinyl propylene diacetate